N1CC(C1)C1=NN(C2=CC=C(C=C12)C=1SC2=C(N1)C=C(C(=C2C2=CC=C(C=C2)Cl)[C@@H](C(=O)OCC)OC2CC2)C)C ethyl (S)-2-(2-(3-(azetidin-3-yl)-1-methyl-1H-indazol-5-yl)-7-(4-chlorophenyl)-5-methylbenzo[d]thiazol-6-yl)-2-cyclopropoxyacetate